OCC(C1=CC=CC=C1)N1C(C2=CC=C(C=C2C=N1)S(=O)(=O)C1=CC=CC=C1)=O (2-hydroxy-1-phenylethyl)-6-(phenylsulfonyl)phthalazin-1(2H)-one